methyl 3,5-diaminobenzoate NC=1C=C(C(=O)OC)C=C(C1)N